OC1=C(N=C(N(C1=O)C)C1=CC(=CC(=C1)NC=1C=NN(C1)C)C)C(=O)NC=1C=NOC1 5-hydroxy-N-(isoxazol-4-yl)-1-methyl-2-(3-methyl-5-((1-methyl-1H-pyrazol-4-yl)amino)phenyl)-6-oxo-1,6-dihydropyrimidine-4-carboxamide